4,6-dichloro-2-(4-pyridyl)-5-trifluoromethylpyrimidine ClC1=NC(=NC(=C1C(F)(F)F)Cl)C1=CC=NC=C1